N-(2-(chloromethyl)phenyl)-4-methylbenzenesulfonamide ClCC1=C(C=CC=C1)NS(=O)(=O)C1=CC=C(C=C1)C